5-oxo-5,7-dihydro-6H-pyrrolo[3,4-b]pyridine O=C1NCC2=NC=CC=C21